4-hydroxy-1,6-dimethyl-3-nitropyridin-2(1H)-one OC1=C(C(N(C(=C1)C)C)=O)[N+](=O)[O-]